[OH-].[O-2].[Fe+2].[Ni+2] Nickel iron oxide hydroxide